6-(4,4-difluoropiperidin-1-yl)-3-fluoro-2-methylpyridine FC1(CCN(CC1)C1=CC=C(C(=N1)C)F)F